C(C)(C)(C)OC(N[C@@H]1CNC[C@@H]1OC)=O ((3R,4S)-4-methoxypyrrolidin-3-yl)carbamic acid tert-butyl ester